C(=O)(OC(C)(C)C)CCCN monobocpropyl-amine